C(C)N(CC(=O)O)C(C1=NC(=C(C(=C1O)C)C=1C=NN(C1)C1=CC=CC=C1)C)=O.FC1CN2C(CCC2(C1)CO)=O 6-fluoro-7a-(hydroxymethyl)hexahydro-3H-pyrrolizin-3-one Ethyl-(3-hydroxy-4,6-dimethyl-5-(1-phenyl-1H-pyrazol-4-yl)picolinoyl)glycinate